tert-butyl 3-(3-(3-cyclopropyl-1-(trans-3-((1,3-dioxoisoindolin-2-yl)methyl)cyclobutyl)-1H-pyrazol-4-yl)quinoxalin-6-yl)azetidine-1-carboxylate C1(CC1)C1=NN(C=C1C=1C=NC2=CC=C(C=C2N1)C1CN(C1)C(=O)OC(C)(C)C)[C@@H]1C[C@H](C1)CN1C(C2=CC=CC=C2C1=O)=O